S(=O)(=O)(C1=CC=C(C)C=C1)N\N=C\C1CN(C1)C(=O)OC(C)(C)C tert-butyl (E)-3-((2-tosylhydrazono)methyl)azetidine-1-carboxylate